C(C)(=O)OC[C@H]1O[C@H]([C@@H]([C@@H]1OC(C)=O)OC(C)=O)N1C2=NC(=NC(=C2N=C1)N1CC2(CCOCC2)C2=CC=CC=C12)Cl [(2R,3R,4R,5R)-3,4-diacetoxy-5-(2-chloro-6-spiro[indoline-3,4'-tetrahydropyran]-1-yl-purin-9-yl)tetrahydrofuran-2-yl]methyl acetate